indole-3-carbohydrazide N1C=C(C2=CC=CC=C12)C(=O)NN